CC1=C(C(=O)NC2(CC2)C2=C3C=CC(=NC3=CC(=C2)C2=NN(C=C2)C)C)C=C(C=C1)N1CC2CCC(C1)N2C 2-methyl-N-(1-(2-methyl-7-(1-methyl-1H-pyrazol-3-yl)quinolin-5-yl)cyclopropyl)-5-(8-methyl-3,8-diazabicyclo[3.2.1]octan-3-yl)benzamide